2-(4-cyclopropyl-6-methoxypyrimidin-5-yl)pyrido[2,3-d]pyrimidin-7-one C1(CC1)C1=NC=NC(=C1C=1N=CC=2C(N1)=NC(CC2)=O)OC